7-methyl-5-(piperidin-1-yl)pyrazolo[1,5-a]Pyrimidine-3-carboxylic acid CC1=CC(=NC=2N1N=CC2C(=O)O)N2CCCCC2